C1(CC1)C1=CC2=C(N=C(N=C2)NC2=C(C=C(C=C2)C=2C=NN(C2)C)OC)C(=N1)N1CC2(COC2)CC1 6-cyclopropyl-N-(2-methoxy-4-(1-methyl-1H-pyrazol-4-yl)phenyl)-8-(2-oxa-6-azaspiro[3.4]octan-6-yl)pyrido[3,4-d]pyrimidin-2-amine